FC1(CCC(CC1)NC1=NN2C(C=N1)=C(C=C2)C=2C=C1C(=NC2)N=C(N1CC=1OC(=NN1)[C@@H](C)F)C)F (R)-N-(4,4-difluorocyclohexyl)-5-(1-((5-(1-fluoroethyl)-1,3,4-oxadiazol-2-yl)methyl)-2-methyl-1H-imidazo[4,5-b]pyridin-6-yl)pyrrolo[2,1-f][1,2,4]triazin-2-amine